C(C1=CC=CC=C1)[C@]1(N(CCCC1)C(=O)N)C1=NC(=C2N1C=CN=C2)C2=CC=C(C=C2)OC2=C(C(=CC=C2)OC)F (S)-benzyl-2-(1-(4-(2-fluoro-3-methoxyphenoxy)phenyl)imidazo[1,5-a]pyrazin-3-yl)piperidine-1-amide